(R)-N-((R)-8-(5-((1H-indazole-4-yl)thio)-4-amino-1-methyl-6-oxo-1,6-dihydropyrimidin-2-yl)-8-azaspiro[4.5]decan-1-yl)-2-methylpropane-2-sulfinamide N1N=CC2=C(C=CC=C12)SC1=C(N=C(N(C1=O)C)N1CCC2(CCC[C@H]2N[S@](=O)C(C)(C)C)CC1)N